N1N=NC(=C1)N1CCN(CC1)CCC(C(C=C)=C)=C 1-(4-(triazolyl)-1-piperazinyl)-3,4-dimethylenehex-5-ene